6-(1H-imidazol-1-yl)-N-((1r,4r)-4-methoxycyclohexyl)picolinamide N1(C=NC=C1)C1=CC=CC(=N1)C(=O)NC1CCC(CC1)OC